C=1N=CN2C1C1=CC=CC=C1[C@@H]2[C@H]2COCCC[C@@H]2O (3S,4S)-3-((S)-5H-Imidazo[5,1-a]isoindol-5-yl)oxepan-4-ol